ClC1=C(C=CC=C1)C=1OC(=CC1C(=O)N)C(F)(F)F 2-(2-chlorophenyl)-5-(trifluoromethyl)furan-3-carboxamide